N-propyl-N-(3-((tetrahydro-2H-pyran-2-yl)oxy)propyl)-2,3-dihydro-1H-inden-2-amine C(CC)N(C1CC2=CC=CC=C2C1)CCCOC1OCCCC1